(S)-N-((2-(6-(2-(hydroxymethyl)pyrrolidin-1-yl)pyridin-2-yl)-1,6-naphthyridin-7-yl)methyl)-5-(methylsulfonyl)nicotinamide OC[C@H]1N(CCC1)C1=CC=CC(=N1)C1=NC2=CC(=NC=C2C=C1)CNC(C1=CN=CC(=C1)S(=O)(=O)C)=O